O.S(=O)(=O)(O)CC esylate monohydrate